(-)-(S)-3-hydroxy-2-phenylpropionic acid (1R,2R,4S,7S,9S)-9-methyl-3-oxa-9-azatricyclo[3.3.1.02,4]non-7-yl ester CN1[C@H]2[C@H]3O[C@H]3C1CC(C2)OC([C@H](CO)C2=CC=CC=C2)=O